2,2-dimethyl-N-phenylpropanethioamide CC(C)(C)C(=S)NC1=CC=CC=C1